1-((1,3-dioxolan-2-yl)methyl)-4-(1,3-dimethylureido)-1H-imidazole-5-carboxylic acid O1C(OCC1)CN1C=NC(=C1C(=O)O)N(C(=O)NC)C